N-((S)-1-phenylethyl)-4-((S)-2-((prop-2-ynyloxy)methyl)pyrrolidin-1-yl)pyrimidin-2-amine C1(=CC=CC=C1)[C@H](C)NC1=NC=CC(=N1)N1[C@@H](CCC1)COCC#C